1-methyl-3-(7-(methylamino)-5-((3-oxo-3,4-dihydro-2H-benzo[b][1,4]oxazin-8-yl)amino)pyrazolo[1,5-a]pyrimidin-3-yl)urea CNC(=O)NC=1C=NN2C1N=C(C=C2NC)NC2=CC=CC1=C2OCC(N1)=O